1-(3-((tert-Butoxycarbonyl)-amino)propyl)-2-methyl-1H-pyrazol-2-ium iodide [I-].C(C)(C)(C)OC(=O)NCCCN1[N+](=CC=C1)C